N,N-methylenebismethacrylamide CC(=C)C(=O)NCNC(=O)C(=C)C